2-(6-ethylpyridin-3-yl)-N-[(3S)-9-fluoro-2-oxo-5-phenyl-1,3-dihydro-1,4-benzodiazepine-3-Yl]pyrazolo[1,5-a]pyrimidine-3-carboxamide C(C)C1=CC=C(C=N1)C1=NN2C(N=CC=C2)=C1C(=O)N[C@@H]1C(NC2=C(C(=N1)C1=CC=CC=C1)C=CC=C2F)=O